Cl.Cl.C(C)(=O)C=1C(=CC2=C(OCO2)C1)NC(CN1CCNCC1)=O N-(6-Acetylbenzo[d][1,3]dioxol-5-yl)-2-(piperazin-1-yl)acetamide dihydrochloride